NC/C(/CN1N=CN(C1=O)CC=1SC(=CC1)C1=CC(=NN1C)C(F)(F)F)=C\F 2-[(2E)-2-(aminomethyl)-3-fluoroprop-2-en-1-yl]-4-({5-[1-methyl-3-(trifluoromethyl)-1H-pyrazol-5-yl]thiophen-2-yl}methyl)-2,4-dihydro-3H-1,2,4-triazol-3-one